C1(CCC1)COCC[C@@H](C(=O)O)NC(=O)OCC1C2=CC=CC=C2C=2C=CC=CC12 (2S)-4-(cyclobutylmethoxy)-2-({[(9H-fluoren-9-yl)methoxy]carbonyl}amino)butanoic acid